ClC1=NC2=C(C(=C(C=C2C(=N1)N1C[C@H]2CC[C@@H](C1)N2C(=O)OC(C)(C)C)Cl)C2=CC(=CC1=CC=CC=C21)OCOC)F tert-butyl (1R,5S)-3-(2,6-dichloro-8-fluoro-7-((R or S)-3-(methoxymethoxy) naphthalen-1-yl) quinazolin-4-yl)-3,8-diazabicyclo[3.2.1]Octane-8-carboxylate